C(C=C)(=O)N1[C@H](CN(CC1)C=1C2=C(N=C(N1)OC[C@H]1N(CCC1)C)CN(CC2)C2=CC=CC1=CC=CC(=C21)[14CH3])CC#N 2-((S)-1-acryloyl-4-(7-(8-(methyl-14C)naphthalen-1-yl)-2-(((S)-1-methylpyrrolidin-2-yl)methoxy)-5,6,7,8-tetrahydropyrido[3,4-d]pyrimidin-4-yl)piperazin-2-yl)acetonitrile